2-[2-(2-Bicyclo[2.2.1]hept-5-enylmethoxy)ethoxy]ethylmethansulfonat C12C(CC(C=C1)C2)COCCOCCOS(=O)(=O)C